(E)-3-(1-(3-(4-methoxyphenyl)-2,4-dihydroxyimidazol-1-yl)-2,3-dihydro-1H-inden-5-yl)acrylic acid ethyl ester C(C)OC(\C=C\C=1C=C2CCC(C2=CC1)N1C(N(C(=C1)O)C1=CC=C(C=C1)OC)O)=O